2,2,4,4,6,6-hexakis-methylsulfanyl-2λ5,4λ5,6λ5-cyclotriphosphazene CSP1(=NP(=NP(=N1)(SC)SC)(SC)SC)SC